CC1=CC=C(C=NO)C=C1 Para-methylbenzaldehyde oxime